Cl.FC1=C2C=CN=CC2=C(C=C1)NC(C1=CC=C(C=C1)N1CCN(CCC1)C)=O N-(5-fluoroisoquinolin-8-yl)-4-(4-methyl-1,4-diazepan-1-yl)benzamide hydrochloride